CC(C(=O)C1=CC=CC=C1)C 2,2-dimethyl-acetophenone